N-[1-butyl-4-piperidinyl]-N-[2-(2-pyridinyl)ethyl]-N'-(2-pyridylmethyl)-1,3-xylylenediamine C(CCC)N1CCC(CC1)N(CC1=CC(=CC=C1)CNCC1=NC=CC=C1)CCC1=NC=CC=C1